N[C@@H](C(=O)NC1CC1)CCCOC1=C(C(=C(C=C1)Cl)Cl)CC=1C=NN2C1N=CN=C2N (R)-2-amino-5-(2-((4-aminopyrazolo[1,5-a][1,3,5]triazin-8-yl)methyl)-3,4-dichlorophenoxy)-N-cyclopropylpentanamid